[N+](=O)([O-])C1=CC=C2CCC=3C=CC=C1C32 5-nitroacenaphthen